(3R)-N-((1R)-2-((4-tert-butyl-3,5-difluorophenyl)amino)-1-(4-(methoxymethyl)phenyl)-2-oxoethyl)-5-oxopyrrolidine-3-carboxamide C(C)(C)(C)C1=C(C=C(C=C1F)NC([C@@H](C1=CC=C(C=C1)COC)NC(=O)[C@H]1CNC(C1)=O)=O)F